FC1=CC=C(C=C1)C=1NC(SC1)N/N=C/C=1N=CC=2N(C3=CC=CC=C3C2C1)CC1=CC=CC=C1 4-(4-fluorophenyl)-2-(((E)-(9-benzyl-beta-carbolin-3-yl)methylene)hydrazino)-2,3-dihydrothiazole